2,2,2-trifluoroethyl 2-oxo-2-[rac-(2R,5S)-2-(1-isopropylindazol-5-yl)-5-methyl-1-piperidyl]acetate O=C(C(=O)OCC(F)(F)F)N1[C@H](CC[C@@H](C1)C)C=1C=C2C=NN(C2=CC1)C(C)C |r|